2-[3-methoxy-4-(3-piperidinopropoxy)phenylamino]-4-(7-methoxy-3-quinolylamino)pyrimidine COC=1C=C(C=CC1OCCCN1CCCCC1)NC1=NC=CC(=N1)NC=1C=NC2=CC(=CC=C2C1)OC